2,5-dibromopentane BrC(C)CCCBr